(R)-11-(Bis(4-fluorophenyl)methyl)-2-bromo-5-methyl-9,9a,10,11,12,13-hexahydro-6H-pyrazino[2',1':3,4][1,4]oxazepino[6,5-c][1,5]naphthyridine-6,7(5H)-dione FC1=CC=C(C=C1)C(N1C[C@@H]2COC(C=3C(N(C4=CC=C(N=C4C3N2CC1)Br)C)=O)=O)C1=CC=C(C=C1)F